1-(9H-fluoren-9-yl)methyl (3-(2-(methoxymethoxy)phenyl)-5-methyl-6,7,8,9-tetrahydro-5H-pyrido[3',4':4,5]pyrrolo[2,3-c]pyridazine-6-carbonothioyl)carbamate COCOC1=C(C=CC=C1)C1=CC2=C(N=N1)NC1=C2C(N(CC1)C(=S)NC(OCC1C2=CC=CC=C2C=2C=CC=CC12)=O)C